CSC1=CC=C(C=C1)C=1N=NN(N1)CC1=NC=CC=C1 2-((5-(4-(methylthio)phenyl)-2H-tetrazol-2-yl)methyl)pyridine